N-(4,4-difluorocyclohexyl)-4-(2'-fluoro-[1,1'-biphenyl]-4-yl)butanamide FC1(CCC(CC1)NC(CCCC1=CC=C(C=C1)C1=C(C=CC=C1)F)=O)F